The molecule is a monocarboxylic acid amide compound having an N-(5-carboxypentyl) substituent and a C-[4-(4-nitrophenoxy)-4-oxobutyl)] substituent. It is a monocarboxylic acid, a C-nitro compound, a carboxylic ester and a monocarboxylic acid amide. It derives from a 6-aminohexanoic acid. C1=CC(=CC=C1[N+](=O)[O-])OC(=O)CCCC(=O)NCCCCCC(=O)O